FC=1C=C([O-])C=C(C1F)F 3,4,5-trifluorophenoxide